C(#C)C1=CC=C(CCN(C(OC(C)(C)C)=O)CCC=O)C=C1 tert-butyl (4-ethynylphenethyl)(3-oxopropyl)carbamate